(4-Morpholinophenyl)-4-phenyl-[2,4'-bithiazole]-2'-amine O1CCN(CC1)C1=CC=C(C=C1)C1=C(N=C(S1)C=1N=C(SC1)N)C1=CC=CC=C1